(4-FORMYL-BENZENESULFONYLAMINO)-ACETIC ACID C(=O)C1=CC=C(C=C1)S(=O)(=O)NCC(=O)O